1,3-dimethyl-7-[2-(3,4,4-trifluorobut-3-ene-1-sulfinyl)ethyl]-3,7-dihydro-1H-purin-2,6-dione CN1C(N(C=2N=CN(C2C1=O)CCS(=O)CCC(=C(F)F)F)C)=O